N,N'-bis(4-butylphenyl)-N,N'-diphenyl-1,4-benzeneDiamine C(CCC)C1=CC=C(C=C1)N(C1=CC=C(C=C1)N(C1=CC=CC=C1)C1=CC=C(C=C1)CCCC)C1=CC=CC=C1